BrC=1C(NC(=NC1C1CCCC1)C1=CN=CN1CC)=O 5-bromo-6-cyclopentyl-2-(1-ethyl-1H-imidazol-5-yl)-4(3H)-pyrimidinone